ClC1N=C(C=C(C1(C(=O)O)OC)C1=CC=NC=C1)C 2-chloro-3-methoxy-6-methyl-(4,4-bipyridine)-3-carboxylic acid